glutamic acid disodium salt [Na+].[Na+].N[C@@H](CCC(=O)[O-])C(=O)[O-]